(1r,3r)-N-methyl-3-(m-tolyloxy)cyclobutan-1-amine CNC1CC(C1)OC=1C=C(C=CC1)C